BrC=1C(=CC(=C(C1)NC(OC(C)(C)C)=O)C(C(F)(F)F)=O)F tert-butyl (5-bromo-4-fluoro-2-(2,2,2-trifluoroacetyl)phenyl)carbamate